diethyl 2-methylbut-2-enedioate CC(C(=O)OCC)=CC(=O)OCC